Cl.Cl.Cl.OCC(O)CO Glycerol Tris-HCl